OCCNC(C1=NC=C(C=C1)N1CCN(CC1)CC=1C=NC=2C(=C(C(NC2C1)=O)C(F)(F)F)C)=O N-(2-hydroxyethyl)-5-(4-((8-methyl-6-oxo-7-(trifluoromethyl)-5,6-dihydro-1,5-naphthyridin-3-yl)methyl)piperazin-1-yl)picolinamide